C(C)OC(=O)C=1C(C=C2N(C(CC3=CC(=C(C=C23)OC)C2=CN=C(S2)COC)C(C)(C)C)C1)=O 6-tert-butyl-10-methoxy-9-[2-(methoxymethyl)thiazol-5-yl]-2-oxo-6,7-dihydro-2H-pyrido[2,1-a]Isoquinoline-3-carboxylic acid ethyl ester